OctaDecylSilane C(CCCCCCCCCCCCCCCCC)[SiH3]